N-(3,4-dimethoxybenzyl)-1-(6-(2-methoxyphenyl)pyridazin-3-yl)piperidin-3-ylamine COC=1C=C(CNC2CN(CCC2)C=2N=NC(=CC2)C2=C(C=CC=C2)OC)C=CC1OC